NC1=C(N=CC(=N1)N1CCC2(CC1)[C@@H](C1=CC(=CC=C1C2)Br)N)SC2=C(C(=NC=C2)N)Cl (S)-1'-(6-amino-5-((2-amino-3-chloropyridin-4-yl)thio)pyrazin-2-yl)-6-bromo-1,3-dihydro-spiro[indene-2,4'-piperidin]-1-amine